2-(difluoromethyl)-6-[6-(2-methoxy-4-pyridyl)-3,6-dihydro-2H-pyran-4-yl]-3-methyl-8-[3-(trifluoromethyl)-1-bicyclo[1.1.1]pentanyl]pyrido[3,4-d]pyrimidin-4-one FC(C=1N(C(C2=C(N1)C(=NC(=C2)C=2CCOC(C2)C2=CC(=NC=C2)OC)C21CC(C2)(C1)C(F)(F)F)=O)C)F